C(CC=C)N(S(N)(=O)=O)CC=1OC=CN1 N-3-BUTEN-1-YL-N-(1,3-OXAZOL-2-YLMETHYL)SULFURIC DIAMIDE